NCC1=C2C(=NC=3C=C4C(=C(C13)Cl)OCO4)C4=CC1=C(C(N4C2)=O)COC([C@]1(O)CC)=O (S)-14-(aminomethyl)-15-chloro-7-ethyl-7-hydroxy-10,13-dihydro-11H-[1,3]dioxolo[4,5-g]pyrano[3',4':6,7]indolizino[1,2-b]quinoline-8,11(7H)-dione